S(=O)(=O)(C1=CC=C(C)C=C1)O\N=C\1/CCCC2=CC(=CC(=C12)Br)Cl (E)-8-bromo-6-chloro-3,4-dihydronaphthalen-1(2H)-one O-tosyl oxime